tert-butyl-methyl-silicon C(C)(C)(C)[Si]C